COC=1C(=C2C(=CNC2=CC1)C=O)C 5-METHOXY-4-METHYLINDOLE-3-CARBOXALDEHYDE